1-(4-cyano-2,3-diphenylquinolin-6-yl)-3-(2-hydroxybutyl)urea C(#N)C1=C(C(=NC2=CC=C(C=C12)NC(=O)NCC(CC)O)C1=CC=CC=C1)C1=CC=CC=C1